FC=1C(=C(C=CC1F)C=1C=CC=2N(C1)C(=CN2)CN(C(OC(C)(C)C)=O)C)OCCC=2C(=NN(C2C)C)C(C)(C)O tert-butyl ((6-(3,4-difluoro-2-(2-(3-(2-hydroxypropan-2-yl)-1,5-dimethyl-1H-pyrazol-4-yl)ethoxy)phenyl)imidazo[1,2-a]pyridin-3-yl)methyl)(methyl)carbamate